CP(C1=CC=C(C=C1)C1=CN=C2C(=N1)N(N=N2)C(C)C=2C=C1C=CC=NC1=CC2)(C)=O Dimethyl(4-(1-(1-(quinolin-6-yl)ethyl)-1H-[1,2,3]triazolo[4,5-b]pyrazin-6-yl)phenyl)phosphine Oxide